2-amino-propan-1,3-diol NC(CO)CO